C1(=CC=CC=C1)C1CCC2=NC=3C(=NC(=CC3)C=3C=NC(=NC3)N3CCOCC3)N21 4-(5-(8-phenyl-7,8-dihydro-6H-pyrrolo[2',1':2,3]imidazo[4,5-b]pyridin-2-yl)pyrimidin-2-yl)morpholine